ClC=1C=C2C(CNC(C2=C(C1)F)=O)(C)C 6-chloro-8-fluoro-4,4-dimethyl-3,4-dihydroisoquinolin-1(2H)-one